N1(C=NC=C1)C1=CC=C(C=C1)N1C=NC=C1 1,4-di(1-imidazolyl)benzene